tert-butyl N-[5-(3,5-dichlorophenyl)-5-(trifluoromethyl)-4H-isoxazol-3-yl]-N-methyl-carbamate ClC=1C=C(C=C(C1)Cl)C1(CC(=NO1)N(C(OC(C)(C)C)=O)C)C(F)(F)F